N-((S)-1-((R)-4-(2-(6-(trifluoromethyl)imidazo[1,2-a]pyridin-3-yl)pyrimidin-4-yl)morpholin-2-yl)ethyl)methanesulfonamide FC(C=1C=CC=2N(C1)C(=CN2)C2=NC=CC(=N2)N2C[C@@H](OCC2)[C@H](C)NS(=O)(=O)C)(F)F